3-((dimethylamino)methyl)oxetan-3-amine CN(C)CC1(COC1)N